3-Benzyl-1-(2-(tert-Butoxycarbonylamino)ethyl)-1H-pyrazole-4-carboxylic acid C(C1=CC=CC=C1)C1=NN(C=C1C(=O)O)CCNC(=O)OC(C)(C)C